C(C)(C)(C)OC(=O)N1C(CN(CC1)C=1C2=C(N=CN1)NC=C2C2CC2)C.CC=2C=CSC2C2=CC=C(C=C2)[N+](=O)[O-] 4-methyl-5-(4-nitrophenyl)thiophene tert-Butyl-4-(5-cyclopropyl-7H-pyrrolo[2,3-d]pyrimidin-4-yl)-2-methylpiperazine-1-carboxylate